2-isocyanatoethyl acrylate C(C=C)(=O)OCCN=C=O